ClC[C@H](COC1=CC=C(C=C1)S(=O)(=O)C1=CC=C(OC[C@@H](CO)O)C=C1)O (R)-3-(4-((4-((S)-3-chloro-2-hydroxypropoxy)phenyl)sulfonyl)phenoxy)propane-1,2-diol